4-{[bis(phenylmethyloxy)phosphoryl]oxy}butanoic acid C1(=CC=CC=C1)COP(=O)(OCC1=CC=CC=C1)OCCCC(=O)O